tert-butyl 3-(4-((4-(pyridin-2-yl)thiazol-2-yl)carbamoyl)benzamido)propanoate N1=C(C=CC=C1)C=1N=C(SC1)NC(=O)C1=CC=C(C(=O)NCCC(=O)OC(C)(C)C)C=C1